ethyl 6-((1-((1-methylcyclopropyl)sulfonyl)cyclopropyl)methyl)-7-oxo-1-(2-((triisopropylsilyl)oxy)ethyl)-4,5,6,7-tetrahydro-1H-pyrazolo[3,4-c]pyridine-3-carboxylate CC1(CC1)S(=O)(=O)C1(CC1)CN1C(C2=C(CC1)C(=NN2CCO[Si](C(C)C)(C(C)C)C(C)C)C(=O)OCC)=O